BrC1=CC=C(C(=O)C=2C=CC=C3CC(NC23)=O)C=C1 7-(4-bromobenzoyl)-1,3-dihydro-2-indolone